rac-benzyl ((2S,3R,4R)-1-acetyl-6-bromo-2-ethyl-3-methyl-1,2,3,4-tetrahydroquinolin-4-yl)carbamate C(C)(=O)N1[C@H]([C@@H]([C@H](C2=CC(=CC=C12)Br)NC(OCC1=CC=CC=C1)=O)C)CC |r|